3-(3-Ethoxy-4-hydroxyphenyl)-1-(4-methylphenyl)prop-2-en-1-one C(C)OC=1C=C(C=CC1O)C=CC(=O)C1=CC=C(C=C1)C